COC1=CC=C(CN(C=2N=C(C3=CC(=CC=C3C2)F)O)CC2=CC=C(C=C2)OC)C=C1 3-(bis(4-methoxybenzyl)amino)-7-fluoroisoquinolin-1-ol